NN1C(=NN(C1=O)C(=O)NC(C)(C)C)C(C)C 4-amino-N-tert-butyl-4,5-dihydro-3-isopropyl-5-oxo-1H-1,2,4-triazol-1-carboxamide